NCC(C(=O)N1[C@H](C2=C(C=C(C=C2CC1)Cl)Cl)C)O 3-amino-1-((S)-6,8-dichloro-1-methyl-3,4-dihydroisoquinolin-2(1H)-yl)-2-hydroxypropan-1-one